CC1=C(C(=CC(=C1)C)C)C=1C(=CC(=C(C1)O)C)O 2',4,4',6'-tetramethyl[1,1'-biphenyl]-2,5-diol